(E)-2-(4-(2-(3-fluoropyridin-2-yl)vinylsulfonyl)phenoxy)-1-(4-methylpiperazin-1-yl)ethanone FC=1C(=NC=CC1)/C=C/S(=O)(=O)C1=CC=C(OCC(=O)N2CCN(CC2)C)C=C1